tert-butyl 4-(7,7-difluoro-2-(methylsulfonyl)-6,7-dihydro-5H-cyclopenta[d]pyrimidin-4-yl)-3,6-dihydropyridine-1(2H)-carboxylate FC1(CCC2=C1N=C(N=C2C=2CCN(CC2)C(=O)OC(C)(C)C)S(=O)(=O)C)F